4-(4-(4-chloro-2,3-difluorophenyl)-6,7-dimethylpteridin-2-yl)-2-(2-methylpyridin-4-yl)morpholine ClC1=C(C(=C(C=C1)C1=NC(=NC2=NC(=C(N=C12)C)C)N1CC(OCC1)C1=CC(=NC=C1)C)F)F